9-(1-bromoethyl)anthracene BrC(C)C=1C2=CC=CC=C2C=C2C=CC=CC12